CC(C)(C)[Si](OC1CCC(CC1)O)(C1=CC=CC=C1)C1=CC=CC=C1 4-[[(1,1-dimethylethyl)diphenylsilyl]oxy]cyclohexanol